1-bromo-4-(1-vinylcyclopropyl)benzene BrC1=CC=C(C=C1)C1(CC1)C=C